2-(4-((2R,5S)-4-(2,3-dihydroxy-2-methylpropanoyl)-2,5-dimethylpiperazin-1-yl)-5-iodo-7H-pyrrolo[2,3-d]pyrimidin-7-yl)isonicotinonitrile OC(C(=O)N1C[C@H](N(C[C@@H]1C)C=1C2=C(N=CN1)N(C=C2I)C=2C=C(C#N)C=CN2)C)(CO)C